[Fe].[Au].[Cd].[Ni] nickel-cadmium gold-iron